1-methyl-2-oxo-1,2-dihydropyridine-3-carboxylic acid CN1C(C(=CC=C1)C(=O)O)=O